2-methoxy-4-methyl-pyridin-3-ylamine COC1=NC=CC(=C1N)C